C(C)OC([C@H](NC(CNC(=O)OC(C)(C)C)=O)CC1=CN(C2=CC=CC=C12)C)=O.ClC1=C(C=CC=C1)CC(=O)NC1=CC(=C(C=C1)N1N=C2C=CC=CC2=C1)S(N)(=O)=O 2-(2-Chlorophenyl)-N-[4-(2H-indazol-2-yl)-3-sulfamoylphenyl]acetamide ethyl-Nα-((tert-butoxycarbonyl)glycyl)-1-methyl-D-tryptophanate